OC[C@H]1[C@@H](C1)CCNC(=O)C=1NC2=CC=CC=C2C1 (+)-N-(2-((1S,2R)-2-(hydroxymethyl)cyclopropyl)ethyl)-1H-indole-2-carboxamide